4-((1-methylpiperidin-3-yl)methoxy)-2-morpholino-5H-pyrrolo[2,3-d]pyrimidin-7(6H)-ylpropan-2-ol CN1CC(CCC1)COC=1C2=C(N=C(N1)N1CCOCC1)N(CC2)CC(C)O